7-chloro-11,11a-dihydro-1H-pyrazino[1',2':3,4]imidazo[1,2-c]pyrimidine-3,9(2H,4H)-dione ClC=1C=C2N(C(N1)=O)CC1N2CC(NC1)=O